OC1=C(C(=C(C(=O)N2CC3=CC=C(C=C3C2)N(C(\C=C\CN(C)C)=O)C)C(=C1)O)OC)C (E)-N-[2-(4,6-dihydroxy-2-methoxy-3-methyl-benzoyl)isoindolin-5-yl]-4-(dimethylamino)-N-methyl-but-2-enamide